FC=1C=CC2=C(CNCCN2)C1 7-fluoro-2,3,4,5-tetrahydro-1H-1,4-benzodiazepine